N1(CCCC1)C(=O)C1=CC=2C(=NC=CC2C=2C=C(C=NC2)C2=CC=C(C=C2)N2C(CCC2)=O)N1 1-(4-(5-(2-(pyrrolidine-1-carbonyl)-1H-pyrrolo[2,3-b]pyridin-4-yl)pyridin-3-yl)phenyl)pyrrolidin-2-one